N1C(C=2C=CC=C3C2C1=CC1=C(N3)N=CC=C1)=O 1,6-dihydro-2H-pyrido[3',2':6,7]azepino[4,3,2-cd]isoindol-2-one